[(3S)-3-methylpiperidin-1-yl]methyl-2,3-dihydroisoindol-1-one C[C@@H]1CN(CCC1)CN1C(C2=CC=CC=C2C1)=O